C(C1=CC=CC=C1)N1C(CCC1CO[Si](C1=CC=CC=C1)(C1=CC=CC=C1)C(C)(C)C)CNC 1-(1-Benzyl-5-(((tert-butyldiphenylsilyl)oxy)methyl)pyrrolidin-2-yl)-N-methylmethanamine